C(C[Si](Cl)(Cl)Cl)C(C(C(C(C(C(C(C(F)(F)F)(F)F)(F)F)(F)F)(F)F)(F)F)(F)F)(F)F (heptadecafluoro-1,1,2,2-tetrahydrodecyl)trichlorosilane